9-((4-(dimethylamino)butyryl)oxy)heptadecanedioic acid di((Z)-non-2-en-1-yl) ester C(\C=C/CCCCCC)OC(CCCCCCCC(CCCCCCCC(=O)OC\C=C/CCCCCC)OC(CCCN(C)C)=O)=O